C(CCC)O[SiH](OC(C)=O)OC(C)=O Z-butoxydiacetoxysilane